4-ethyl-8-fluoro-4-hydroxy-11-(3-hydroxy-1-propen-1-yl)-9-methyl-1,12-dihydro-14H-pyrano[3',4':6,7]indolizino[1,2-b]quinoline-3,14(4H)-dione C(C)C1(C(OCC=2C(N3CC=4C(=NC=5C=C(C(=CC5C4C=CCO)C)F)C3=CC21)=O)=O)O